CN1C2=C(OCC1)C(=CN=C2)C=2C(=C(C#N)C=CC2)N2CCC(CC2)C2=NN=CN2C 3-{4-methyl-2H,3H,4H-pyrido[4,3-b][1,4]oxazin-8-yl}-2-[4-(4-methyl-4H-1,2,4-triazol-3-yl)piperidin-1-yl]benzonitrile